(3-hydroxy-3-methylcyclobutyl)-7-methyl-2-(methylsulfinyl)-7,9-dihydro-8H-purin-8-one OC1(CC(C1)N1C2=NC(=NC=C2N(C1=O)C)S(=O)C)C